6-(1-methylcyclopropyl)-2-azaspiro[3.3]heptane-2-carboxylic acid tert-butyl ester C(C)(C)(C)OC(=O)N1CC2(C1)CC(C2)C2(CC2)C